C(C)(C)(C)OC(=O)N1CC2(C1)CN(C2)C(CC2=CC=C(C=C2)NC(=O)NCC2=CC=C(C=C2)Cl)=O.C(C)N(C(COC2=C(C=CC=C2)SC)=O)CC N,N-diethyl-2-(2-(methylthio)phenoxy)acetamide tert-butyl-6-{2-[4-({[(4-chlorophenyl)methyl]amino}carbonylamino)phenyl]acetyl}-2,6-diazaspiro[3.3]heptane-2-carboxylate